C1(CCCCC1)NC=1C2=C(N=CC1C#CC=1C=C(C=CC1)C)NC=C2 N-cyclohexyl-5-(m-tolylethynyl)-1H-pyrrolo[2,3-b]Pyridin-4-amine